(ethyl)(sulphonatobenzyl)ammonium C(C)[NH2+]C(C1=CC=CC=C1)S(=O)(=O)[O-]